CN(C1=CC=C(C=C1)C1=NC2=C(N1)C=CC1=C2C(C=2C=CC=CC2C1=O)=O)C 2-[4-(dimethylamino)phenyl]-3H-naphtho[3,2-e]benzimidazole-6,11-dione